The molecule is a disaccharide that is D-galactopyranose in which the hydroxy group at position 3 has been converted into the corresponding alpha-D-mannopyranoside. C([C@@H]1[C@H]([C@@H]([C@@H]([C@H](O1)O[C@H]2[C@H]([C@H](OC([C@@H]2O)O)CO)O)O)O)O)O